CS(=O)(=O)C(C)(C)C tertiary butyl methyl sulfone